(3aR,6aR)-2-((4,6-dimethyl-2-(trifluoromethyl)pyrimidin-5-yl)sulfonyl)octahydropyrrolo[3,4-c]pyrrole CC1=NC(=NC(=C1S(=O)(=O)N1C[C@H]2CNC[C@@H]2C1)C)C(F)(F)F